C(C=C)(=O)N1C[C@@H](N(C[C@H]1C)C1=NC(N2C3=C(C(=C(C=C13)C(F)(F)F)C1=C(C=C(C(=C1)Br)F)F)SCC1(C2)COC1)=O)C (R)-8'-((2S,5R)-4-Acryloyl-2,5-dimethylpiperazin-1-yl)-11'-(5-bromo-2,4-difluorophenyl)-10'-(trifluoromethyl)-2'H,4'H,6'H-spiro[oxetane-3,3'-[1,4]thiazepino[2,3,4-ij]quinazolin]-6'-one